ClC1=NN(C(C2=CC=CC=C12)=O)C 4-chloro-2-methyl-phthalazin-1-one